F[C@H]1[C@@]2(CCC[C@](C[C@H]1N(C1=CN=C(N=N1)C1=C(C=C(C=C1)N1C=NC=C1)O)C)(N2)C)C 2-(6-(((1S,2R,3R,5R)-2-fluoro-1,5-dimethyl-9-azabicyclo[3.3.1]nonan-3-yl)(methyl)amino)-1,2,4-triazin-3-yl)-5-(1H-imidazol-1-yl)phenol